1-(2,2-dimethylcyclopropyl)3-methyl-4-methoxybenzene CC1(C(C1)C1=CC(=C(C=C1)OC)C)C